CN(C1=CC=C(C=C1)[C@H]1C[C@@]2([C@@](CC[C@H]2[C@@H]2CCC3=CC(CCC3=C12)=O)(C#CC)O)C)C (8S,11R,13S,14S,17S)-11-[4-(dimethylamino)phenyl]-17-hydroxy-13-methyl-17-prop-1-ynyl-1,2,6,7,8,11,12,14,15,16-decahydrocyclopenta[a]phenanthren-3-one